ClC=1C=C(C=CC1)C1=NC(=NC(=N1)C1=CC=CC=C1)C1=CC=C(C=C1)C=1C=NC=CC1 2-(3-chlorophenyl)-4-phenyl-6-(4-(pyridin-3-yl)phenyl)-1,3,5-triazine